C1(=CC=CC=C1)S(=O)(=O)[O-].CC1=CC=C(C=C1)[PH+](C1=CC=CC=C1)C1=CC=C(C=C1)C di(4-methylphenyl)(phenyl)phosphonium benzenesulfonate